(S)-4-(3-oxo-5-(pyrazin-2-yl)-6,7-dihydro-3H-pyrrolo[2,1-c][1,2,4]triazol-2(5H)-yl)bicyclo[2.1.1]hexane-1-carbonitrile O=C1N2C(=NN1C13CCC(C1)(C3)C#N)CC[C@H]2C2=NC=CN=C2